(2-chloro-1-oxo-pyridin-1-ium-3-yl)-morpholino-methanone ClC1[N+](C=CC=C1C(=O)N1CCOCC1)=O